ClC1=NC=2CC(N=CC2C=C1)C=O 2-chloro-7-formyl-7,8-dihydro-1,6-naphthyridine